BrC=1C=CC(=C2C=CNC12)Cl 7-bromo-4-chloro-1H-indole